(2R,3S,4S,5S)-N-(3-Carbamoyl-4-fluoro-phenyl)-3-(3,4-Difluoro-2-methoxy-phenyl)-4,5-dimethyl-5-(trifluoromethyl)tetrahydrofuran-2-carboxamid C(N)(=O)C=1C=C(C=CC1F)NC(=O)[C@@H]1O[C@@]([C@H]([C@H]1C1=C(C(=C(C=C1)F)F)OC)C)(C(F)(F)F)C